CN1C(=NC2=C1C=CC(=C2)C(=O)O)NC2=NC1=C(N2)C=CC(=C1)OC(F)(F)F 1-methyl-2-((5-(tri-fluoromethoxy)-1H-benzo[d]imidazol-2-yl)amino)-benzo[d]-imidazole-5-carboxylic acid